OC(CCNC(C=C)=O)C N-(3-hydroxybutyl)acrylamide